1-(Naphthalen-1-yl)prop-2-yn-1-amine C1(=CC=CC2=CC=CC=C12)C(C#C)N